OC[C@H]1N(CCC1)C1=CC=CC(=N1)C1=NC2=CC(=NC=C2C=C1)CNC(C1=CC(=C(C=C1)C)S(=O)(=O)C)=O (S)-N-((2-(6-(2-(hydroxymethyl)pyrrolidin-1-yl)pyridin-2-yl)-1,6-naphthyridin-7-yl)methyl)-4-methyl-3-(methylsulfonyl)benzamide